ClC=1C(=C(C(=C(C1OC=1C2=C(C(NN1)=O)CCC2)Cl)[2H])N2N=C(C(NC2=O)=O)C#N)[2H] 2-(3,5-dichloro-4-((1-oxo-2,5,6,7-tetrahydro-1H-cyclopenta[d]pyridazin-4-yl)oxy)phenyl-2,6-d2)-3,5-dioxo-2,3,4,5-tetrahydro-1,2,4-triazine-6-carbonitrile